NC1=NC(=C2C(=N1)N(N=C2)CC2=C(C=CC=C2F)F)C2=NC=CC=C2C#N (6-amino-1-[(2,6-difluorophenyl)methyl]pyrazolo[3,4-d]pyrimidine-4-yl)pyridine-3-carbonitrile